O-methyl-uridine CO[C@H]1[C@@H](O[C@@H]([C@H]1O)CO)N1C(=O)NC(=O)C=C1